N4-ethyl-N6-(1H-indazol-5-yl)-N4-methylpyrimidine-4,6-diamine C(C)N(C1=NC=NC(=C1)NC=1C=C2C=NNC2=CC1)C